3-(4-(3-chlorophenyl)-5-(methylthio)-4H-1,2,4-triazol-3-yl)propan-1-ol ClC=1C=C(C=CC1)N1C(=NN=C1SC)CCCO